3-(3-phenyl-4-thiazolinonyl)-5-ethynyl-N-(4-phenylbutyl)benzamide C1(=CC=CC=C1)N1C(SC=C1C=1C=C(C(=O)NCCCCC2=CC=CC=C2)C=C(C1)C#C)=O